tert-butyl 3-amino-4-[2-[(tert-butylsulfinylamino)methyl]-4-fluoro-phenoxy]benzoate NC=1C=C(C(=O)OC(C)(C)C)C=CC1OC1=C(C=C(C=C1)F)CNS(=O)C(C)(C)C